CN(C(CN1C(N(C2=C1C=C(C=C2)C2=CC=CC=C2)C)=O)=O)C2=CC=CC=C2 N-methyl-2-(3-methyl-2-oxo-6-phenylbenzimidazol-1-yl)-N-phenylacetamide